(Z)-3-(1-((1-(Ethylsulfonyl)-5-methyl-1H-pyrazol-3-yl)amino)ethylidene)-5-(4-methylpyridin-3-yl)-1H-pyrrolo[2,3-c]pyridin-2(3H)-one C(C)S(=O)(=O)N1N=C(C=C1C)N\C(\C)=C\1/C(NC2=CN=C(C=C21)C=2C=NC=CC2C)=O